4-(ethylamino)-3-methoxy-5-nitrobenzoic acid methyl ester COC(C1=CC(=C(C(=C1)[N+](=O)[O-])NCC)OC)=O